dimethylethyl-(methoxyethoxyethyl)phosphonium C[P+](CCOCCOC)(CC)C